1-(4-chlorophenyl)-3-oxocyclobutane ClC1=CC=C(C=C1)C1CC(C1)=O